C1CC12CN(C2)C2=NC=C(C(=N2)C)CN2C=C(C1=C2N=CN=C1)C(=O)O 7-[(2-{5-Azaspiro[2.3]hex-5-yl}-4-methylpyrimidin-5-yl)methyl]-7H-pyrrolo[2,3-d]pyrimidine-5-carboxylic acid